2,3-epoxypropoxyphenol C(CC)OC1=C2C(=C(C=C1)O)O2